ClC1=NC=CC(=C1C)N1C(C(=C(C=C1C)OCC1=NC=C(C=C1F)F)Cl)=O 2',3-dichloro-4-((3,5-difluoropyridin-2-yl)methoxy)-3',6-dimethyl-2H-[1,4'-bipyridin]-2-one